allylpyridin-4-amine C(C=C)C1=NC=CC(=C1)N